S1C(=NC2=C1C=CC=C2)NC2=C(C=C(N=N2)N(C2=CC=C(S2)C(=O)O)C)C 5-({6-[(1,3-Benzothiazol-2-yl)amino]-5-methylpyridazin-3-yl}(methyl)amino)thiophene-2-carboxylic acid